[O-]CCC.[O-]CCC.[Ti+4] Titanium(IV) dipropoxide